ClC1=C(C=CC=C1)C1=NC2=C(N1)CC(CC2)N2CC1=C(C=C(C=C1CC2)OC)OC 2-(2-(2-chlorophenyl)-4,5,6,7-tetrahydro-1H-benzo[d]imidazol-6-yl)-6,8-dimethoxy-1,2,3,4-tetrahydroisoquinoline